(2,4-difluorophenyl)tetrahydro-2H-pyran-4-carboxylic acid FC1=C(C=CC(=C1)F)C1OCCC(C1)C(=O)O